C(C)(=O)NC=1C(=C(C=C(C1)F)C1=CC(=CC=C1)Cl)OC acetamido-3'-chloro-5-fluoro-2-methoxy-[1,1'-biphenyl]